8-phenyl-8-azabicyclo[3.2.1]octan-3-amine C1(=CC=CC=C1)N1C2CC(CC1CC2)N